4-((5-((5-(2-aminopyridin-3-yl)isoxazol-3-yl)methyl)pyridin-2-yl)oxy)-2,5-dimethylfuran-3(2H)-one NC1=NC=CC=C1C1=CC(=NO1)CC=1C=CC(=NC1)OC=1C(C(OC1C)C)=O